4-(piperidin-3-yl)pyridine N1CC(CCC1)C1=CC=NC=C1